N,N-dimethyl-3-{7-((1S,2R)-2-octylcyclopropyl)heptyl}dodecan-1-amine CN(CCC(CCCCCCCCC)CCCCCCC[C@@H]1[C@@H](C1)CCCCCCCC)C